C[C@@]12CC[C@H](C1(C)C)C[C@@H]2O trans-borneol